N-(3-fluoro-5-(trifluoromethyl)benzoyl)-O-(4-(5,6,7,8-tetrahydro-1,8-naphthyridin-2-yl)butyl)-D-homoserine FC=1C=C(C(=O)N[C@H](CCOCCCCC2=NC=3NCCCC3C=C2)C(=O)O)C=C(C1)C(F)(F)F